ClC(=C[C@H]1C([C@@H]1C(=O)OCC1=C(C(=C(C(=C1F)F)C#C)F)CC)(C)C)Cl 2-ethyl-4-ethynyl-3,5,6-trifluorobenzyl (1RS)-trans-3-(2,2-dichloro-1-ethenyl)-2,2-dimethylcyclopropanecarboxylate